O=[Pd] ketopalladium